1,3-bis[4-(3-maleimidophenoxy)-3,5-dimethyl-alpha,alpha-dimethylbenzyl]benzene C1(C=CC(N1C=1C=C(OC2=C(C=C(C(C)(C)C3=CC(=CC=C3)C(C3=CC(=C(C(=C3)C)OC3=CC(=CC=C3)N3C(C=CC3=O)=O)C)(C)C)C=C2C)C)C=CC1)=O)=O